COCCOCCCNC(C(=C)C)=O N-3-(2-methoxyethoxy)propylmethacrylamide